NC1=C(C=CC(=C1)S(=O)(=O)C)N1CCN(CC1)C(=O)C1=C(C=C(C=C1)F)C (4-(2-amino-4-(methylsulfonyl)phenyl)piperazin-1-yl)(4-fluoro-2-methylphenyl)methanone